FC=1C=C(C=CC1)C1(CC1)C=1NC(C=2CN(CCCC2N1)C(C(C=1C=C(C=CC1)C1=CC(=CC=C1)C(F)(F)F)O)=O)=O 2-(1-(3-fluorophenyl)cyclopropyl)-6-(2-hydroxy-2-(3'-(trifluoromethyl)-[1,1'-biphenyl]-3-yl)acetyl)-3,5,6,7,8,9-hexahydro-4H-pyrimido[5,4-c]azepin-4-one